2-(4-methoxyphenyl)-5-oxo-5,6-dihydro[1,2,4]triazolo[1,5-c]quinazoline-10-carboxylic acid methyl ester COC(=O)C=1C=2C=3N(C(NC2C=CC1)=O)N=C(N3)C3=CC=C(C=C3)OC